tert-butyl (S)-2-[6-chloro-2-[2-(methoxymethyl)pyrimidine-4-carbonyl]-1,2,3,4-tetrahydroisoquinolin-8-yl]pyrrolidine-1-carboxylate ClC=1C=C2CCN(CC2=C(C1)[C@H]1N(CCC1)C(=O)OC(C)(C)C)C(=O)C1=NC(=NC=C1)COC